2-[1-(2-Chloro-5-methoxy-pyridin-4-yl)-azetidin-3-yl]-1-(3,6,7,8-tetrahydro-1H-2,5-diaza-as-indacen-2-yl)-ethanone ClC1=NC=C(C(=C1)N1CC(C1)CC(=O)N1CC2=C3CCCC3=NC=C2C1)OC